ClC1=CC=C(CN(C(=O)C2NCCC2)C2CCC(CC2)(F)F)C=C1 pyrrolidine-2-carboxylic acid (4-chloro-benzyl)-(4,4-difluoro-cyclohexyl)-amide